4-phenoxy-1-((4-phenoxybenzoyl)glycyl)pyrrolidine-2-carboxamide O(C1=CC=CC=C1)C1CC(N(C1)C(CNC(C1=CC=C(C=C1)OC1=CC=CC=C1)=O)=O)C(=O)N